9,9-dimethyl-4,5-bis-diphenylphosphinoxanthene Ethyl-3-ethoxypropionate C(C)OC(CCOCC)=O.CC1(C2=CC=CC(=C2OC=2C(=CC=CC12)P(C1=CC=CC=C1)C1=CC=CC=C1)P(C1=CC=CC=C1)C1=CC=CC=C1)C